2-(4-((3S)-1-(4-(2,6-dioxopiperidin-3-yl)-3-fluorobenzyl)piperidin-3-yl)phenyl)-2H-indazole-7-carboxamide O=C1NC(CCC1C1=C(C=C(CN2C[C@@H](CCC2)C2=CC=C(C=C2)N2N=C3C(=CC=CC3=C2)C(=O)N)C=C1)F)=O